tert-butyl 6-(4-(4-((5-(tert-butyl)-1,2,4-oxadiazole-3-carboxamido) methyl)-3-methylphenyl) pyridin-3-yl)-2,6-diazaspiro[3.4]octane-2-carboxylate C(C)(C)(C)C1=NC(=NO1)C(=O)NCC1=C(C=C(C=C1)C1=C(C=NC=C1)N1CC2(CN(C2)C(=O)OC(C)(C)C)CC1)C